{6-[(2-chloro-5-fluorophenyl)carbonyl]-5-cyanoisoquinolin-7-yl}-5-fluoro-3-(trifluoromethyl)benzamide ClC1=C(C=C(C=C1)F)C(=O)C=1C(=C2C=CN=CC2=CC1C1=C(C(=O)N)C=C(C=C1C(F)(F)F)F)C#N